benzyl ((trans-4-hydroxypyrrolidin-3-yl)methyl)carbamate O[C@H]1[C@@H](CNC1)CNC(OCC1=CC=CC=C1)=O